OC[C@@H]1N(CCC1)C(=O)C1=NN=C(S1)C=1C(=CC(=NC1)C1=CC=C2N1N=CC(=C2)C#N)NC(C)C (R)-7-(5-(5-(2-(hydroxymethyl)pyrrolidine-1-carbonyl)-1,3,4-thiadiazol-2-yl)-4-(isopropylamino)pyridin-2-yl)pyrrolo[1,2-b]pyridazine-3-carbonitrile